ClC1=CC=C(C=C1)[C@@]1(N(C(C2=CC(=CC=C12)C(CC1=CC=NC=C1)(C)O)=O)CC1=NC=C(C=C1)Cl)OC (3R)-3-(4-chlorophenyl)-2-[(5-chloropyridin-2-yl)methyl]-6-[2-hydroxy-1-(pyridin-4-yl)propan-2-yl]-3-methoxy-2,3-dihydro-1H-isoindol-1-one